NC1=CC(=C(C2=CC=CC=C12)OC=1N=C(SC1C(C)=O)C)C 1-[4-[(4-amino-2-methyl-1-naphthyl)oxy]-2-methyl-thiazol-5-yl]ethanone